N[C@](CS(=O)(=O)NC)(C)C1=C(C(=CC=C1)[N+](=O)[O-])F (2R)-2-amino-2-(2-fluoro-3-nitrophenyl)-N-methylpropane-1-sulfonamide